6-amino-2-fluoro-2,3-dihydro-1H-inden-1-one NC1=CC=C2CC(C(C2=C1)=O)F